triphenyl-phosphonium chloride [Cl-].C1(=CC=CC=C1)[PH+](C1=CC=CC=C1)C1=CC=CC=C1